(3S,5S)-1-[5-(6-methoxy-1,3-benzothiazol-2-yl)pyridin-2-yl]piperidine-3,5-diol COC1=CC2=C(N=C(S2)C=2C=CC(=NC2)N2C[C@H](C[C@@H](C2)O)O)C=C1